FC(C1=C(C=CC=C1)C1N(C=CC=C1)C(=O)OC)(F)F methyl 2-(2-(trifluoromethyl)phenyl)pyridine-1(2H)-carboxylate